CC1(OB(OC1(C)C)C=1C=C2C(=NC=NC2=CC1)N1CCC2(CN(C2)C(=O)OC(C)(C)C)CC1)C tert-butyl 7-(6-(4,4,5,5-tetramethyl-1,3,2-dioxaborolan-2-yl) quinazolin-4-yl)-2,7-diazaspiro[3.5]nonane-2-carboxylate